(2S,6R)-2,6-dimethyl-4-(3-(2-methyl-1H-benzo[d]imidazol-6-yl)imidazo[1,2-b]pyridazin-6-yl)morpholine C[C@H]1CN(C[C@H](O1)C)C=1C=CC=2N(N1)C(=CN2)C=2C=CC1=C(NC(=N1)C)C2